BrC1=C(C=C(C=C1OC)C=C(C)C)OC 2-Bromo-1,3-dimethoxy-5-(2-methylprop-1-en-1-yl)benzene